C(#N)C1=C(C=C(C=C1)C=1C(=C(C#N)C=C(N1)N1CCC2(CCNC2)CC1)C1=CC(=C(C=C1)OC)F)F 2-(4-cyano-3-fluorophenyl)-3-(3-fluoro-4-methoxyphenyl)-6-(2,8-diazaspiro[4.5]dec-8-yl)isonicotinonitrile